6,8-dihydro-5H-[1,2,4]triazolo[1,5-a]pyrazine-7-carboxylate N=1C=NN2C1CN(CC2)C(=O)[O-]